C(C1=CC=CC=C1)OC[C@@H]1CN(CC1)CC1=C(C=C(C=C1)C=1C(=C(C=CC1)C1=C(C(=CC=C1)C=1OC2=C(N1)C=C(C(=C2)OC(F)F)CN2[C@@H](CCC2)C(=O)O)C)C)F ((2-(4''-(((S)-3-((benzyloxy)methyl)pyrrolidin-1-yl)methyl)-3''-fluoro-2,2'-dimethyl-[1,1':3',1''-terphenyl]-3-yl)-6-(difluoromethoxy)benzo[d]oxazol-5-yl)methyl)proline